The molecule is a docosanoid that is (8E,10E,12Z,16Z,19Z)-docosapentaenoic acid carrying two hydroxy substituents at positions 7R and 14S. An intermediate of specialised proresolving mediators. It has a role as an anti-inflammatory agent and a human xenobiotic metabolite. It is a secondary allylic alcohol, a docosanoid, a hydroxy polyunsaturated fatty acid and a long-chain fatty acid. It is a conjugate acid of a (7R,14S)-dihydroxy-(8E,10E,12Z,16Z,19Z)-docosapentaenoate. CC/C=C\\C/C=C\\C[C@@H](/C=C\\C=C\\C=C\\[C@@H](CCCCCC(=O)O)O)O